3,5-dimethoxy-4-methyl-benzoic acid N-(1-ethyl-2,2-dimethyl-propyl)-N'-(3-methoxy-2-methyl-benzoyl)-hydrazide C(C)C(C(C)(C)C)N(NC(C1=C(C(=CC=C1)OC)C)=O)C(C1=CC(=C(C(=C1)OC)C)OC)=O